CC(COC(C(=O)[O-])C)CCOCCCC 2-methyl-4-butoxybutyloxy-propionate